Cl.NC(C(=O)N)CC=1C(NC2=CC=C(C=C2C1)C)=O 2-amino-3-(6-methyl-2-oxo-1,2-dihydroquinolin-3-yl)propanamide hydrogen chloride